C(=O)(O)CCC1(C(C(CCC1)(CCC(=O)O)CCC(=O)O)=O)CCC(=O)O 2,2,6,6-tetra(carboxyethyl)cyclohexanone